4-((4-(2-(4-fluorophenoxy)-2-methylpropanoyl)-3-methylpiperazin-1-yl)sulfonyl)benzoic acid FC1=CC=C(OC(C(=O)N2C(CN(CC2)S(=O)(=O)C2=CC=C(C(=O)O)C=C2)C)(C)C)C=C1